(2R,4S,5R,6R)-6-((1R,2R)-3-azido-1,2-dihydroxypropyl)-4-hydroxy-5-(2-hydroxyacetamido)-2-(p-tolylthio)tetrahydro-2H-pyran-2-carboxamide N(=[N+]=[N-])C[C@H]([C@@H](O)[C@H]1[C@@H]([C@H](C[C@](O1)(C(=O)N)SC1=CC=C(C=C1)C)O)NC(CO)=O)O